Methylendiphenyldiisocyanat C1=CC(=CC=C1CC2=CC=C(C=C2)N=C=O)N=C=O